O=C1CC(N(C2=C(N1)C1=CC=CC=C1C=C2)C2=CC=C(C=C2)NS(=O)(=O)C2CCCCC2)=O N-[4-(2,4-dioxo-1,2,3,4-tetrahydronaphtho[1,2-b][1,4]diazepin-5-yl)phenyl]cyclohexanesulfonamide